[Na].ClC=1C(=NC=CC1S)N(C[2H])CC1=CC=C(C=C1)OC 3-chloro-2-((4-methoxybenzyl)(methyl-d)amino)pyridine-4-thiol sodium